aminomethylphosphonic acid NCP(O)(O)=O